COC(=O)[C@@H]1OC2(O[C@H]1C1=C(C=CC=C1)Cl)CCCC2 (2R,3S)-methyl-3-(2-chlorophenyl)-1,4-dioxaspiro[4.4]nonane-2-carboxylate